N[C@H](C(=O)O)CNC1=CC2=CC=CC=C2C=C1 (2S)-2-amino-3-(naphthalen-2-ylamino)propionic acid